O1C=CC2=C1C=CC(=C2)C(CCC)=O 1-(benzofuran-5-yl)butan-1-one